FC1=C(OC2=C(C(=O)N)C=CC=N2)C=CC(=C1)CC(=O)NC1=NN2C(C=C(C=C2)C2=CC=NN2C)=N1 2-(2-fluoro-4-(2-((7-(1-methyl-1H-pyrazol-5-yl)-[1,2,4]-triazolo[1,5-a]pyridin-2-yl)amino)-2-oxoethyl)-phenoxy)nicotinamide